ClC1=C(C=C2C(=NNC2=C1)CCC(=O)O)C1=CC=C(C=C1)C1=C(C(=CC=C1)Cl)O 3-(6-chloro-5-(3'-chloro-2'-hydroxy-[1,1'-biphenyl]-4-yl)-1H-indazol-3-yl)propanoic acid